4-(1,1-difluoro-2-hydroxyethyl)-4-hydroxycyclohexane-1-one FC(CO)(F)C1(CCC(CC1)=O)O